C1=C(C=CC2=CC=CC=C12)CC(=O)O[C@H]1[C@H](NC[C@@H]1O)CC1=CC=C(C=C1)OC (2R,3S,4S)-4-hydroxy-2-[(4-methoxy phenyl)methyl]pyrrolidin-3-yl 2-(naphthalen-2-yl)acetate